1-(8-BROMOPYRIDO[2,3-E][1,2,4]TRIAZOLO[4,3-A]PYRAZIN-4-YL)-N-METHYLAZETIDIN-3-AMINE HYDROGEN SULFATE MONOHYDRATE O.S(=O)(=O)(O)O.BrC1=CC2=C(N=C(C=3N2C=NN3)N3CC(C3)NC)N=C1